Para-Aminophenol NC1=CC=C(C=C1)O